(S,Z)-4-fluoro-1-((5-fluoro-3'-methoxy-[1,1'-biphenyl]-2-yl)sulfonyl)-N-(4-(methylsulfonyl)but-3-en-2-yl)piperidine-4-carboxamide FC1(CCN(CC1)S(=O)(=O)C1=C(C=C(C=C1)F)C1=CC(=CC=C1)OC)C(=O)N[C@@H](C)\C=C/S(=O)(=O)C